4-{3-[3-(difluoromethoxy)-4-formylphenyl]-1-methyl-1H-pyrazol-5-yl}benzonitrile FC(OC=1C=C(C=CC1C=O)C1=NN(C(=C1)C1=CC=C(C#N)C=C1)C)F